ClC1=CC=C(C=C1)[Si](C1=CC=C(C=C1)C=1N=C(C(=NC1)C1=CC=CC=C1)C1=CC=CC=C1)(C1=CC=CC=C1)C1=CC=CC=C1 5-(4-((4-chlorophenyl)diphenylsilyl)phenyl)-2,3-diphenylpyrazine